Cl.N1C(=NC=C1)C=1C=C(SC1)[C@@H](C)N (R)-1-(4-(1H-imidazol-2-yl)thiophen-2-yl)ethan-1-amine hydrochloride